5-(1-Pyrrolidinyl)-2-pyridinecarboxylic acid N1(CCCC1)C=1C=CC(=NC1)C(=O)O